4-(4-(4-chloro-3,5-dimethylphenoxy)-N-isobutylphenylsulfonamido)benzoic acid ClC1=C(C=C(OC2=CC=C(C=C2)S(=O)(=O)N(CC(C)C)C2=CC=C(C(=O)O)C=C2)C=C1C)C